({{2-fluoro-4-methoxy-5-[(quinoxalin-5-ylmethyl) amino] phenyl} carbamoyl} amino) thiophene-2,3-dicarboxylate S1C(=C(C=C1)C(=O)[O-])C(=O)ONC(NC1=C(C=C(C(=C1)NCC1=C2N=CC=NC2=CC=C1)OC)F)=O